C(C)(C)(C)OC(=O)N1CCC2(CCCN(C2)CC2CCN(CC2)C2CCN(CC2)C(=O)OCC2=CC=CC=C2)CC1 2-((1'-((benzyloxy)carbonyl)-[1,4'-bipiperidin]-4-yl)methyl)-2,9-diazaspiro[5.5]undecane-9-carboxylic acid tert-butyl ester